C(O)(O)=O.FCCC=CCCF bis(2-fluoroethyl) ethylene carbonate